[N+](=O)([O-])C1=C(C(=C(C=C1)C(=O)N)[N+](=O)[O-])[N+](=O)[O-] trinitrobenzeneamide